C(C)NC(OC(C)(C)C)=O tert-butyl N-ethylcarbamate